C[Mg]C1=CC=CC=C1 methyl-phenyl-magnesium